5-amino-2-(2,2,2-trifluoroethyl)isonicotinic acid NC1=CN=C(C=C1C(=O)O)CC(F)(F)F